CC1=COC2=C1C=C(C=C2)S(NCCC=2SC=CC2C)(=O)=O 3-methyl-5-(N-(2-(3-methylthiophen-2-yl)ethyl)sulfamoyl)benzofuran